[Cl-].C[N+](CC)(CC)C Dimethyl-diethyl-ammonium chloride